FC(C1=NC(=NO1)C=1C=CC(=NC1)CNC1CC2=CC=CC=C2C1)(F)F N-({5-[5-(trifluoromethyl)-1,2,4-oxadiazol-3-yl]pyridin-2-yl}methyl)-2,3-dihydro-1H-inden-2-amine